(2R,3R,4R,5S)-2-(hydroxymethyl)-1-(((R)-1-(thiophen-3-yl)pyrrolidin-3-yl)methyl)piperidine-3,4,5-triol OC[C@H]1N(C[C@@H]([C@H]([C@@H]1O)O)O)C[C@@H]1CN(CC1)C1=CSC=C1